CC[C@H](C)SN (S)-(-)-methyl-2-propanesulfenamide